ClC=1C=C2C(=NC1)NN=C2C=2N=C(C1=C(N2)N(C=C1F)C(CC(=O)O)C(C)(C)C)C1CC1 3-(2-{5-chloro-1H-pyrazolo[3,4-b]pyridin-3-yl}-4-cyclopropyl-5-fluoro-7H-pyrrolo[2,3-d]pyrimidin-7-yl)-4,4-dimethylpentanoic acid